FN(F)F perfluoroamine